N-(2,5-difluorobenzyl)-N-methylpyrazolo[1,5-a]pyrimidin-5-amine FC1=C(CN(C2=NC=3N(C=C2)N=CC3)C)C=C(C=C1)F